1-pentyl-1-propanesulfonate C(CCCC)C(CC)S(=O)(=O)[O-]